N-(2-methyl-2,3-dihydro-1H-isoindol-5-yl)-5,6,7,8-tetrahydro-2,6-naphthyridin-3-amine CN1CC2=CC=C(C=C2C1)NC=1N=CC=2CCNCC2C1